2-(2-(5-(5-chloro-2-((oxan-4-yl)amino)pyrimidin-4-yl)-2-(2-(4,5-dihydro-1H-benzo[d]azepin-3(2H)-yl)-2-oxoethyl)-3-oxoisoindolin-1-yl)ethyl)isoindoline-1,3-dione ClC=1C(=NC(=NC1)NC1CCOCC1)C=1C=C2C(N(C(C2=CC1)CCN1C(C2=CC=CC=C2C1=O)=O)CC(=O)N1CCC2=C(CC1)C=CC=C2)=O